(4-Hydroxy-1-piperidyl)-[1-[2-[1-[3-(trifluoromethyl)pyridin-1-ium-4-yl]-4-piperidyl]ethyl]-5,6-dihydro-4H-cyclopenta[c]pyrazol-3-yl]methanon OC1CCN(CC1)C(=O)C=1C2=C(N(N1)CCC1CCN(CC1)C1=C(C=[NH+]C=C1)C(F)(F)F)CCC2